C1(CCC1)CN1C(=NC2=NC=C(C=C21)C=2C(=NOC2C)C)NC2CCOCC2 1-(cyclobutylmethyl)-6-(3,5-dimethylisoxazol-4-yl)-N-(tetrahydro-2H-pyran-4-yl)-1H-imidazo[4,5-b]pyridin-2-amine